2-(2,4-difluorobenzyl)butanoic acid FC1=C(CC(C(=O)O)CC)C=CC(=C1)F